N-(4-cyanophenyl)-6-cyclopropyl-1H-indole-3-sulfonamide C(#N)C1=CC=C(C=C1)NS(=O)(=O)C1=CNC2=CC(=CC=C12)C1CC1